cyclopropyl 6-(3-((4-fluorophenyl)carbamoyl)oxetan-3-yl)-3,4-dihydro-1,5-naphthyridine-1(2H)-carboxylate FC1=CC=C(C=C1)NC(=O)C1(COC1)C=1N=C2CCCN(C2=CC1)C(=O)OC1CC1